2-lauroyl-sn-glycero-3-phosphoethanolamine C(CCCCCCCCCCC)(=O)O[C@H](CO)COP(=O)(O)OCCN